C(C1=CC=CC=C1)O[C@H]1CN(CC1)CCCC(=O)N1CC2(CCCN(C2)C(=O)OC(C)(C)C)CCC1 tert-butyl 8-(4-((R)-3-(benzyloxy)pyrrolidin-1-yl)butanoyl)-2,8-diazaspiro[5.5]undecane-2-carboxylate